N-methylethane-1-amine CNCC